OC=1C=CC2=C(CN(C[C@@H](O2)C)C(=O)OC(C)(C)C)N1 tert-butyl (S)-7-hydroxy-2-methyl-2,3-dihydropyrido[2,3-f][1,4]oxazepine-4(5H)-carboxylate